3-amino-5-methoxy-N-(pyridin-3-ylmethyl)benzamide NC=1C=C(C(=O)NCC=2C=NC=CC2)C=C(C1)OC